5'-O-(4,4'-dimethoxytrityl)-N2-[bis(3,7-dimethyl-octyl)amino-methylene]-2'-deoxyguanosine COC1=CC=C(C(C2=CC=C(C=C2)OC)(C2=CC=CC=C2)OC[C@@H]2[C@H](C[C@@H](O2)N2C=NC=3C(=O)NC(N=CN(CCC(CCCC(C)C)C)CCC(CCCC(C)C)C)=NC23)O)C=C1